ClC1=C(C=C(C(=O)N)C=C1)NC(CC1=CC(=CC=C1)OC)=O 4-chloro-3-(2-(3-methoxyphenyl)acetamido)benzamide